OC1OC2(CN([C@H](C2)C)C(=O)OC(C)(C)C)C=2C1=NC=CC2 tert-butyl (5'S)-7-hydroxy-5'-methyl-7H-spiro[furo[3,4-b]pyridine-5,3'-pyrrolidine]-1'-carboxylate